(cis)-tert-butyl 1-benzyl-3a-fluoro-3-hydroxy-2-oxohexahydropyrrolo[3,4-b]pyrrole-5(1H)-carboxylate C(C1=CC=CC=C1)N1C2C(C(C1=O)O)(CN(C2)C(=O)OC(C)(C)C)F